C1(=CC=CC=2C3=CC=CC=C3NC12)C1=C(C=CC=C1)N (carbazolylphenyl)amine